NC=1C=NN(C1)C(C)C=1OC2=CC=CC=C2C(C1C1=CC(=CC=C1)F)=O 4-Amino-1-(1-(3-(3-fluorophenyl)-4-oxo-4H-chromen-2-yl)ethyl)-1H-pyrazole